3,5-Dimethylheptanol CC(CCO)CC(CC)C